CS(=O)(=O)[O-].C(CCCC)[N+]1=CC(=CC=C1)C 1-pentyl-3-Methylpyridinium methanesulfonate